OCC1CCC(CO1)O 6-(hydroxymethyl)tetrahydro-2H-pyran-3-ol